(R)-N-(1H-benzo[d][1,2,3]triazol-6-yl)-N-((5-cyclohexylpyridin-2-yl)methyl)-1-((perfluorophenyl)sulfonyl)azetidine-2-carboxamide N1N=NC2=C1C=C(C=C2)N(C(=O)[C@@H]2N(CC2)S(=O)(=O)C2=C(C(=C(C(=C2F)F)F)F)F)CC2=NC=C(C=C2)C2CCCCC2